(propoxy)glycerol trimethacrylate C(C(=C)C)(=O)OC(C(OC(C(=C)C)=O)COC(C(=C)C)=O)OCCC